C1(CC1)C(C1=NC=C(C(=N1)OC1=CC=CC=C1)C(=O)O)(F)F.O1CCC2=C1C=C(C=C2)C(C)N2CCN(CC2)C2=NC=C(C=N2)C 2-(4-(1-(2,3-dihydrobenzofuran-6-yl)ethyl)piperazin-1-yl)-5-methylpyrimidine 2-(cyclopropyl-difluoromethyl)-4-phenoxypyrimidine-5-carboxylate